5-[(7R)-7-amino-2-azabicyclo[2.2.1]heptane-2-carbonyl]-2-[1-(cyclopropylmethyl)-1H-indol-2-yl]-7-methoxy-1H-1,3-benzodiazol-1-yl(methyl)-1-methylpyrrolidin-2-one N[C@H]1C2N(CC1CC2)C(=O)C2=CC1=C(N(C(=N1)C=1N(C3=CC=CC=C3C1)CC1CC1)C1(C(N(CC1)C)=O)C)C(=C2)OC